BrC=1C=CC=2N(C1)C(=C(N2)C)C=O 6-BROMO-2-METHYL-IMIDAZO[1,2-A]PYRIDINE-3-CARBALDEHYDE